ClC1=C(C2=C(OC(O2)(F)F)C=C1)S(=O)(=O)N 5-chloro-2,2-difluoro-2H-1,3-benzodioxole-4-sulfonamide